butyltriethoxysilane C(CCC)[Si](OCC)(OCC)OCC